ClC=1C=C(C=CC1C)NC(OCC=1C=C2C(N(CC2=C(C1)C)C1C(NC(CC1)=O)=O)=O)=O (2-(2,6-dioxopiperidin-3-yl)-7-methyl-3-oxoisoindolin-5-yl)methyl (3-chloro-4-methylphenyl)carbamate